C1CC=CC=C1 1H-benzene